NC=1C=2CCCC2C=C2CCC(C12)CCCCCN1N=C(C=C1)S(=O)(=O)N=C=O 1-(5-(8-amino-1,2,3,5,6,7-hexahydro-s-indacen-1-yl)pentyl)-1H-pyrazole-3-sulfonyl isocyanate